C(#N)C(NC(=O)[C@@H]1[C@H]2C([C@H]2CN1C([C@H](C(C)(C)C)NC(=O)N1CC(C1)(C)F)=O)(C)C)C1=NN=CC2=CC=CC=C12 (1R,2S,5S)-N-[cyano(phthalazin-1-yl)methyl]-3-[(2S)-2-[(3-fluoro-3-methyl-azetidine-1-carbonyl)amino]-3,3-dimethyl-butanoyl]-6,6-dimethyl-3-azabicyclo[3.1.0]hexane-2-carboxamide